N-(4-(1,2,4,5-tetrazin-3-yl)benzyl)-2-fluoropicolinamide N1=NC(=NN=C1)C1=CC=C(CNC(C2(NC=CC=C2)F)=O)C=C1